4-(4-((4-(trifluoromethyl)phenyl)sulfonyl)-3,4-dihydro-2H-pyrido[4,3-b][1,4]oxazin-8-yl)-benzonitrile FC(C1=CC=C(C=C1)S(=O)(=O)N1C2=C(OCC1)C(=CN=C2)C2=CC=C(C#N)C=C2)(F)F